OC[C@H]1C[C@H]([C@H]2[C@@H]1OC(O2)(C)C)N2C(NC(C=C2)=O)=O 1-((3aS,4R,6R,6aR)-6-(hydroxymethyl)-2,2-dimethyltetrahydro-4H-cyclopenta[d][1,3]-dioxol-4-yl)pyrimidine-2,4(1H,3H)-dione